4-oxo-capric acid O=C(CCC(O)=O)CCCCCC